C(C)(C)(C)N(C([O-])=O)CCCONC(=O)[C@H]1N2C(N([C@H](CC1)C2)OS(=O)(=O)O)=O.C(CCC)[N+](CCCC)(CCCC)CCCC tetrabutylammonium tert-butyl-{3-[({[(2S,5R)-7-oxo-6-(sulfooxy)-1,6-diazabicyclo[3.2.1]oct-2-yl]carbonyl}amino)oxy]propyl}carbamate